1-(4-(3,4-dichlorophenyl)-5-(isopropylthio)thiazol-2-yl)-4-(3-(dimethylamino)-5-methylphenyl)-3-methyl-1H-pyrazole-5-carboxylic acid ClC=1C=C(C=CC1Cl)C=1N=C(SC1SC(C)C)N1N=C(C(=C1C(=O)O)C1=CC(=CC(=C1)C)N(C)C)C